(((6-(4-chlorophenyl)-8-(1-methyl-1H-pyrazol-4-yl)-[1,2,4]triazolo[1,5-a]pyrazin-2-yl)amino)methyl)cyclobutan-1-ol ClC1=CC=C(C=C1)C=1N=C(C=2N(C1)N=C(N2)NCC2(CCC2)O)C=2C=NN(C2)C